C(CCCCCCC\C=C/C\C=C\C)O (9z,12e)-9,12-tetradecadien-1-ol